3-({[(2-methylpropan-2-yl)oxy]carbonyl}amino)benzoic acid CC(C)(C)OC(=O)NC=1C=C(C(=O)O)C=CC1